OCC(CO)N(C(C1=C(C(C(=O)N)=C(C(=C1I)N)I)I)=O)C(CO)CO N,N-bis(1,3-dihydroxyl-2-propyl)-5-amino-2,4,6-tri-iodoisophthalamide